1-(5-cyclopropyl-1,3,4-thiadiazol-2-yl)-N-(3-(fluoromethyl)oxetan-3-yl)-4-(4-isobutyrylpiperazin-1-yl)-1H-indazol-6-sulfonamide C1(CC1)C1=NN=C(S1)N1N=CC2=C(C=C(C=C12)S(=O)(=O)NC1(COC1)CF)N1CCN(CC1)C(C(C)C)=O